C1(CC1)C=1C=C(C(N(C1)[C@@H]1C[C@@H](C1)O)=O)NC=1N(C=2C(=NC=C(C2OC)OC=2C=NN3C2C=CC=C3)N1)C cis-5-cyclopropyl-1-(3-hydroxycyclobutyl)-3-((7-methoxy-1-methyl-6-(pyrazolo[1,5-a]pyridin-3-yloxy)-1H-imidazo[4,5-b]pyridin-2-yl)amino)pyridin-2(1H)-one